Cl.C1(=CC=CC=C1)[C@H]1[C@@H](C1)N (1R,2S)-2-phenylcyclopropylamine hydrochloride